N1(CCCC1)C=1N=C(C2=C(N1)C=CC=N2)N[C@H]2CCCC1=CC=CC=C21 2-Pyrrolidin-1-yl-N-[(1S)-tetralin-1-yl]pyrido[3,2-d]pyrimidin-4-amine